4-Bromo-1-methyl-1H-benzo[d]-imidazol-6-ol BrC1=CC(=CC=2N(C=NC21)C)O